(2R)-2-{5-[1-cyclopropyl-5-methyl-3-(trifluoromethyl)-1H-pyrazol-4-yl]-1,2,4-oxadiazol-3-yl}-1,1-difluoro-6-azaspiro[2.5]octane-6-sulfonamide C1(CC1)N1N=C(C(=C1C)C1=NC(=NO1)[C@@H]1C(C12CCN(CC2)S(=O)(=O)N)(F)F)C(F)(F)F